C(CC)(=O)[O-].C[N+](C1=CC=CC=C1)(C)C trimethylphenyl-ammonium propionate